sodium 3-chloro-2-hydroxypropanesulfonate ClCC(CS(=O)(=O)[O-])O.[Na+]